(R)-1-(5,7-diiodo-2-(3-methylmorpholino)imidazo[1,5-b]pyridazin-4-yl)cyclopropane-1-carbonitrile IC=1N=C(N2N=C(C=C(C21)C2(CC2)C#N)N2[C@@H](COCC2)C)I